2-(7-(n-hexyloxy)imidazo[1,2-a]piperidin-3-yl)acetic acid C(CCCCC)OC1CC=2N(CC1)C(=CN2)CC(=O)O